cis-benzyl 3-((tert-butoxycarbonyl)amino)-4-hydroxypiperidine-1-carboxylate C(C)(C)(C)OC(=O)N[C@@H]1CN(CC[C@@H]1O)C(=O)OCC1=CC=CC=C1